γ-glycidoxypropyl-diacetoxyisopropylsilane benzyl-(1-(tert-butyl)-3-(3-(6-(tert-butyl)pyridin-2-yl)cyclopent-2-en-1-yl)-1H-pyrazol-5-yl)carbamate C(C1=CC=CC=C1)N(C(O)=O)C1=CC(=NN1C(C)(C)C)C1C=C(CC1)C1=NC(=CC=C1)C(C)(C)C.C(C1CO1)OCCC[Si](C(C)C)(OC(C)=O)OC(C)=O